2-n-butyl-1-octanol C(CCC)C(CO)CCCCCC